COC1=CC=C(CN(S(=O)(=O)C2=C(C=C(CN3C(=C(C=C3C3=CC(=CC=C3)Br)C=3SC(=C(N3)C(=O)OC)C)CC3CC3)C=C2)F)CC2=CC=C(C=C2)OC)C=C1 methyl 2-(1-(4-(N,N-bis(4-methoxybenzyl) sulfamoyl)-3-fluorobenzyl)-5-(3-bromophenyl)-2-(cyclopropylmethyl)-1H-pyrrol-3-yl)-5-methylthiazole-4-carboxylate